(4-(((tert-butyldimethylsilyl) oxy) methyl) phenyl) carbamate C(N)(OC1=CC=C(C=C1)CO[Si](C)(C)C(C)(C)C)=O